5-Ethoxy-1-(4-phenoxy-phenyl)-3-(tetrahydropyran-4-yl)-imidazo[1,5-a]pyrazin-8-ylamine C(C)OC1=CN=C(C=2N1C(=NC2C2=CC=C(C=C2)OC2=CC=CC=C2)C2CCOCC2)N